2-[(1S)-6-{6-[(4-cyano-2-fluorobenzyl)oxy]-3-fluoropyridin-2-yl}-6-azaspiro[2.5]oct-1-yl]-1-[(2S)-oxetan-2-ylmethyl]-1H-benzimidazole-6-carboxylic acid C(#N)C1=CC(=C(COC2=CC=C(C(=N2)N2CCC3(C[C@@H]3C3=NC4=C(N3C[C@H]3OCC3)C=C(C=C4)C(=O)O)CC2)F)C=C1)F